CN1C=NC2=C1C=C(C=C2)C 1,6-dimethylbenzimidazole